BrC=1OC(=NN1)C1=C(C=CC=C1)C 2-bromo-5-(o-tolyl)-1,3,4-oxadiazole